N-cyclopropyl-2-(6-fluoro-1-methyl-1H-indol-4-yl)-N-isopropyl-6,7-dimethoxy-1-oxo-1,2-dihydroisoquinoline-4-carboxamide C1(CC1)N(C(=O)C1=CN(C(C2=CC(=C(C=C12)OC)OC)=O)C1=C2C=CN(C2=CC(=C1)F)C)C(C)C